C1(CCCCC1)CC(=O)N[C@@H](CO)C1=CC(=NC=C1)OCC(F)(F)F (R)-2-Cyclohexyl-N-(2-hydroxy-1-(2-(2,2,2-trifluoroethoxy)pyridin-4-yl)ethyl)acetamide